ethoxyethylpyrrolesulfonate C(C)OCCOS(=O)(=O)C=1NC=CC1